CC1=CC=C2C(=N1)C(=CN2)NC2=NC1=C(N2)C=CC(=C1)OC1=CC=CC=C1 N-(5-methyl-1H-pyrrolo[3,2-b]pyridine-3-yl)-5-phenoxy-1H-benzo[d]imidazole-2-amine